(R)-2-amino-3-(7-(fluoromethyl)thieno[3,2-b]pyridine-2-carboxamido)propionic acid N[C@@H](C(=O)O)CNC(=O)C1=CC2=NC=CC(=C2S1)CF